diethyl [(4-methylbenzenesulfonyl)oxy]methanephosphonate CC1=CC=C(C=C1)S(=O)(=O)OCP(OCC)(=O)OCC